C(CC)S(=O)(=O)[O-] 1-propylsulfonate